COC1=CC=C(CSC2=CC3=C(NC=N3)C=C2)C=C1 5-((4-methoxybenzyl)thio)-1H-benzo[d]imidazole